2,4'-di-tert-butoxy-6-chloro-2-(difluoromethyl)-4,5'-bipyrimidine C(C)(C)(C)OC1(NC(=CC(=N1)C=1C(=NC=NC1)OC(C)(C)C)Cl)C(F)F